4-(5-fluoro-1H-indol-2-yl)-5-hydroxy-N-methoxy-2-oxo-5-pentyl-2,5-dihydrofuran-3-carboxamide FC=1C=C2C=C(NC2=CC1)C1=C(C(OC1(CCCCC)O)=O)C(=O)NOC